N[C@@H](C)C1=CC=C(C=C1)C=1C=C2CC[C@@H](N(C2=CC1)C(C)=O)C 1-((S)-6-(4-((S)-1-Aminoethyl)phenyl)-2-methyl-3,4-dihydroquinolin-1(2H)-yl)ethan-1-one